4-[4-(1,3-benzoxazol-2-yl)-4-methylpiperidin-1-yl]-1-methyl-2-oxo-1,2-dihydroquinoline-3-carbonitrile O1C(=NC2=C1C=CC=C2)C2(CCN(CC2)C2=C(C(N(C1=CC=CC=C21)C)=O)C#N)C